C(#N)C=1C=C(C=CC1)C[C@@H](C(N1[C@@H](CCC1)C(=O)N1C[C@H](OCC1)C1=CC=CC=C1)=O)NC(=O)C1=CC2=C(S1)C=CC(=C2)C(F)(F)P(O)(O)=O ((2-(((S)-3-(3-cyanophenyl)-1-oxo-1-((S)-2-((R)-2-phenylmorpholine-4-carbonyl)pyrrolidin-1-yl)propan-2-yl)carbamoyl)benzo[b]thiophen-5-yl)difluoromethyl)phosphonic acid